2,6-di-tert-butyl-anthracene-9,10-diboronic acid C(C)(C)(C)C1=CC2=C(C3=CC=C(C=C3C(=C2C=C1)B(O)O)C(C)(C)C)B(O)O